4-fluoro-3-hydroxyphenylethylguanidine FC1=C(C=C(C=C1)CCNC(=N)N)O